OCC1=CC=NC2=C3N=CC=C(C3=CC=C12)CO 4,7-bis-hydroxymethyl-1,10-phenanthroline